NCC1=CC=C(CN2C(=NC=3C2=C(N=NC3N)OC(C)C)COCC)C=C1 1-(4-(aminomethyl)benzyl)-2-(ethoxymethyl)-7-isopropoxy-1H-imidazo[4,5-d]pyridazin-4-amine